3-methyl-8-(trifluoromethyl)-2,3,4,5-tetrahydro-1H-benzofuro[2,3-d]azepine CN1CCC2=C(CC1)C1=C(O2)C=C(C=C1)C(F)(F)F